N-(3,5-difluorobenzoyl)-O-(3-(2-(5,6,7,8-tetrahydro-1,8-naphthyridin-2-yl)ethyl)cyclobutyl)homoserine FC=1C=C(C(=O)N[C@@H](CCOC2CC(C2)CCC2=NC=3NCCCC3C=C2)C(=O)O)C=C(C1)F